OC1(CC(C1)NC1=NN=CC2=CC=CC=C12)C 4-(((cis)-3-hydroxy-3-methylcyclobutyl)amino)phthalazine